ClC=1C=C(C=CC1OC(F)(F)F)C1C(=NC2=CC=C(C=C12)C(=O)N)C#C[Si](C(C)C)(C(C)C)C(C)C 3-(3-Chloro-4-(trifluoromethoxy)phenyl)-2-((triisopropylsilyl)ethynyl)-3H-indole-5-carboxamide